NC1=NC=C(C=C1OC1=CC=C(C=C1)NC(C1=CC(=CC=C1)OC)=O)Cl N-(4-((2-amino-5-chloropyridin-3-yl)oxy)phenyl)-3-methoxy-benzamide